ClC1=C(C=CC=C1)[C@H]1CC[C@H](N1C(=O)N1CCN(CC1)C=1C(=NC=NC1)OC)C(=O)O (2S,5R)-5-(2-chlorophenyl)-1-(4-(4-methoxypyrimidin-5-yl)piperazine-1-carbonyl)pyrrolidine-2-carboxylic acid